BrC1=CC2=C(C(=NO2)C2=CC=C(C=C2)F)C=C1 6-bromo-3-(4-fluorophenyl)benzo[d]isoxazole